O=C1C(C(CCC1)=O)C(C#CC1=CC=CC=C1)C1C(CCCC1=O)=O 2-[1-(2,6-dioxocyclohexyl)-3-phenylprop-2-ynyl]cyclohexane-1,3-dione